3-hexenylcaproate C(=CCCCC)C(CC(=O)[O-])CCC